C(C)(C)(C)OC(N[C@H]1C/C=C/CCCC2=CC=CC=C2C2=CN(C1=N2)COCC[Si](C)(C)C)=O [(E)-(S)-16-(2-Trimethylsilanyl-ethoxymethyl)-16,18-diaza-tricyclo[13.2.1.02,7]octadeca-1(17),2,4,6,11,15(18)-hexaen-14-yl]-carbamic acid tert-butyl ester